magnesium-nickel-manganese oxide [O-2].[Mn+2].[Ni+2].[Mg+2].[O-2].[O-2]